methyl (1S,3R,5S)-3-methyl-7-oxo-1-({2,3',5'-trifluoro-[1,1'-biphenyl]-3-yl}methyl)-9-oxa-2,6-diazaspiro[4.5]decane-2-carboxylate C[C@H]1N([C@H]([C@]2(C1)NC(COC2)=O)CC=2C(=C(C=CC2)C2=CC(=CC(=C2)F)F)F)C(=O)OC